FC1=C(C=CC=C1)C1=CN(C=2N=CN=C(C21)N2[C@H](CNCC2)C)C=2C=C(C#N)C=CN2 (S)-2-(5-(2-fluorophenyl)-4-(2-methylpiperazin-1-yl)-7H-pyrrolo[2,3-d]pyrimidin-7-yl)isonicotinonitrile